(1R,2S,5S)-3-(2,2-bis(4-chlorophenoxy)acetyl)-6,6-dimethyl-N-((S)-1-oxo-3-((S)-2-oxopyrrolidin-3-yl)propan-2-yl)-3-azabicyclo[3.1.0]hexane-2-carboxamide ClC1=CC=C(OC(C(=O)N2[C@@H]([C@H]3C([C@H]3C2)(C)C)C(=O)N[C@H](C=O)C[C@H]2C(NCC2)=O)OC2=CC=C(C=C2)Cl)C=C1